Methyl-8-cyano-6-fluoro-7-(1-methyl-1H-pyrazol-5-yl)spiro[benzo[b][1,4]oxazine-2,1'-Cyclopropane] CC1C2(C1)C=NC1=C(O2)C(=C(C(=C1)F)C1=CC=NN1C)C#N